ClC1=NC=C(C(=N1)NC1CCCC1)C#C[Si](C)(C)C 2-chloro-N-cyclopentyl-5-((trimethylsilyl)ethynyl)pyrimidin-4-amine